5-chloro-3-((1-(4-methoxybenzyl)-6-oxo-4-(trifluoromethyl)-1,6-dihydropyrimidine-5-Yl)oxy)-2-methylbenzonitrile ClC=1C=C(C(=C(C#N)C1)C)OC1=C(N=CN(C1=O)CC1=CC=C(C=C1)OC)C(F)(F)F